C(C)(=O)O.C(C1=CC=CC=C1)OC=1C=C2C=CC(=C(C2=CC1)OC1=CC=C(OCCN(CCOCCOC2=C(C=CC(=C2)C)S(=O)(=O)O)CC)C=C1)C1=CC=C(C=C1)S(=O)(=O)C 2-(2-(2-((2-(4-((6-(benzyloxy) 2-(4-(methylsulfonyl)phenyl)naphthalene-1-yl)oxy)phenoxy)ethyl)(ethyl)amino)ethoxy)ethoxy)4-methylbenzenesulfonate Acetate